Cl.FC(C1=CC=C(CCN)C=C1)(F)F p-trifluoromethyl-phenethylamine hydrochloride